O=C1[C@H](CSC2=C(N1CC1=CC=C(C=C1)OC(F)(F)F)C=C(C=C2)C(NNC(CC(F)(F)F)=O)=O)NC(OC(C)(C)C)=O tert-butyl N-[(3R)-4-oxo-5-[[4-(trifluoromethoxy)phenyl]methyl]-7-[(3,3,3-trifluoropropanoylamino)carbamoyl]-2,3-dihydro-1,5-benzothiazepin-3-yl]carbamate